((2R,7aS)-2-Fluorohexahydro-1H-pyrrolizin-7a-yl)methanol 15-(acryloyloxy)pentadecyl-methacrylate lithium [Li].C(C=C)(=O)OCCCCCCCCCCCCCCCC=C(C(=O)OC[C@]12CCCN2C[C@@H](C1)F)C